3-(4-chlorophenyl)-1-((2-(4-chlorophenyl)ethynyl)phenyl)prop-2-yn-1-one isopropyl-4-carboxy-3-hydroxy-α-cyanocinnamate C(C)(C)OC(C(=CC1=CC(=C(C=C1)C(=O)O)O)C#N)=O.ClC1=CC=C(C=C1)C#CC(=O)C1=C(C=CC=C1)C#CC1=CC=C(C=C1)Cl